Dicaproyl phosphate P(=O)(OC(CCCCC)=O)(OC(CCCCC)=O)[O-]